(E)-5-((dimethylamino)methylene)-3,3-difluoro-4-oxopiperidine-1-carboxylic acid tert-butyl ester C(C)(C)(C)OC(=O)N1CC(C(/C(/C1)=C/N(C)C)=O)(F)F